C1(CC1)C(=O)NC1=CC(=C(N=N1)C(=O)NC([2H])([2H])[2H])NC1=NC=CC(=C1OC)C1=NOC(=N1)CNC 6-Cyclopropanamido-4-[(3-methoxy-4-{5-[(methylamino)methyl]-1,2,4-oxadiazol-3-yl}pyridin-2-yl)amino]-N-(2H3)methylpyridazin-3-carboxamid